FC1=CC=C(C=C1)[C@H](C)NC1=NC=C(C=N1)B1OC(C(O1)(C)C)(C)C (S)-N-(1-(4-fluorophenyl)ethyl)-5-(4,4,5,5-tetramethyl-1,3,2-dioxaborolan-2-yl)pyrimidin-2-amine